COC(C1=C(C=C(C=C1)[N+](=O)[O-])N1CC2(CCC2)CC1)=O 2-(6-azaspiro[3.4]oct-6-yl)-4-nitrobenzoic acid methyl ester